C(#N)C1=C(C=CC=C1)[C@@H]([C@@H](C)C=1N(C(C(=C(N1)C(=O)NC=1C=NOC1)O)=O)C)C=1C(=NNC1C)C 2-((1r,2r)-1-(2-cyanophenyl)-1-(3,5-dimethyl-1H-pyrazol-4-yl)propan-2-yl)-5-hydroxy-N-(isoxazol-4-yl)-1-methyl-6-oxo-1,6-dihydropyrimidine-4-carboxamide